2-[6-(2-fluoro-4-triflyl-benzyl)-2,6-diazaspiro[3.3]heptane-2-carbonyl]-8-oxa-2,5-diazaspiro[3.5]nonan-6-one FC1=C(CN2CC3(CN(C3)C(=O)N3CC4(C3)NC(COC4)=O)C2)C=CC(=C1)S(=O)(=O)C(F)(F)F